2,9-diphenyl-phenanthroline C1(=CC=CC=C1)C1=NC2=C3N=C(C=CC3=CC=C2C=C1)C1=CC=CC=C1